1-(2-(((tert-butyldimethylsilyl)oxy)methyl)-4-fluorophenyl)ethan-1-ol [Si](C)(C)(C(C)(C)C)OCC1=C(C=CC(=C1)F)C(C)O